C(C)(C)N1C2=CC=CC=C2C=2C=C(C=CC12)CNCCCN 3-((9-isopropyl-9H-carbazol-3-yl)methylamino)propylamine